OC1=C(C2=CC=CC=C2C=C1)N=NC1=C(C=CC2=CC=CC=C12)O 1-(2-Hydroxy-1-naphthylazo)-2-naphthol